The molecule is a 2-oxo monocarboxylic acid that is pyruvic acid in which one of the methyl hydrogens is substituted by a 3,5-dibromo-4-hydroxyphenyl group. It is a 2-oxo monocarboxylic acid, a member of phenols and an organobromine compound. It derives from a pyruvic acid and a 2,6-dibromophenol. C1=C(C=C(C(=C1Br)O)Br)CC(=O)C(=O)O